C(CCC)N1C(C2C3C=CC(C2C1=O)C3=O)=O 4-(n-butyl)-4-aza-10-oxo-tricyclo[5.2.1.02,6]-8-decene-3,5-dione